N1(CN(CN(C1)C(C=C)=O)C(C=C)=O)C(C=C)=O 1,1',1''-(1,3,5-triazine-1,3,5-triyl)tri(prop-2-en-1-one)